CC(CN1CC2(CC1)CCN(CC2)C=2C1=C(N=C(N2)C=2C(=NNC2)C)C=NC=C1)(C)O 2-methyl-1-(8-(2-(3-methyl-1H-pyrazol-4-yl)pyrido[3,4-d]pyrimidin-4-yl)-2,8-diazaspiro[4.5]decan-2-yl)propan-2-ol